6-[8-(1,3-benzothiazol-2-ylcarbamoyl)-3,4-dihydro-1H-isoquinolin-2-yl]-3-[2-methyl-3-[4-(4-oxobutyl)cyclohexoxy]phenyl]pyridine-2-carboxylic acid S1C(=NC2=C1C=CC=C2)NC(=O)C=2C=CC=C1CCN(CC21)C2=CC=C(C(=N2)C(=O)O)C2=C(C(=CC=C2)OC2CCC(CC2)CCCC=O)C